NCC=1C=C(C(=NC1)OC)SC=1N=C2C(=NC1)NC(=N2)N2CCC1(CC2)[C@@H](C2=CC=CC=C2C1)N (1S)-1'-[5-[5-(aminomethyl)-2-methoxy-pyridin-3-yl]sulfanyl-1H-imidazo[4,5-b]pyrazin-2-yl]spiro[1,3-dihydroindene-2,4'-piperidine]-1-amine